O-[4-(trifluoromethyl)benzyl]hydroxylamine FC(C1=CC=C(CON)C=C1)(F)F